N-(3-(fluoromethyl)oxetan-3-yl)-1H-indazole-6-sulfonamide FCC1(COC1)NS(=O)(=O)C1=CC=C2C=NNC2=C1